N1(CCC1)C=1C(=CC2=CN(N=C2C1)C1CCC(CC1)C=O)NC(=O)C1=NC(=CC=C1)C(F)(F)F N-[6-(azetidin-1-yl)-2-(4-formylcyclohexyl)indazol-5-yl]6-(trifluoromethyl)pyridine-2-Formamide